OC1(COCC2=C1NC(C1=C2C=C(S1)C=1C=NNC1)=O)C 4-hydroxy-4-methyl-8-(1H-pyrazol-4-yl)-1,3,4,5-tetrahydro-6H-pyrano[4,3-b]thieno[3,2-d]pyridin-6-one